C1(CC1)C1=C(C=CC=C1)C#CC 1-cyclopropyl-2-(prop-1-yn-1-yl)benzene